2-{[6-(2-hydroxyethyl)pyridin-2-yl]carbamoyl}-5-(trifluoromethyl)benzoic acid OCCC1=CC=CC(=N1)NC(=O)C1=C(C(=O)O)C=C(C=C1)C(F)(F)F